COC(CC1=NC=C(C=C1F)Br)=O 2-(5-bromo-3-fluoropyridin-2-yl)acetic acid methyl ester